N-(4-methoxyphenyl)-3-(1,2,5-trimethyl-1H-indol-3-yl)propanamide COC1=CC=C(C=C1)NC(CCC1=C(N(C2=CC=C(C=C12)C)C)C)=O